[Cl-].CC1=[NH+]C=CC2=CC=CC=C12 methyl-isoquinolinium chloride